(3R)-N-(4-(4-(2-amino-6-methylpyrimidin-4-yl)-1,4-oxazepan-3-yl)-3-chlorophenyl)-tetrahydrofuran-3-carboxamide NC1=NC(=CC(=N1)N1C(COCCC1)C1=C(C=C(C=C1)NC(=O)[C@H]1COCC1)Cl)C